methansulfonyl chloride CS(=O)(=O)Cl